ethyl 2-(3-(6-(2H-1,2,3-triazol-2-yl)pyrid-3-yl)ureido)-4-methyl-5-(4-nitrophenyl)thiophene-3-carboxylate N=1N(N=CC1)C1=CC=C(C=N1)NC(NC=1SC(=C(C1C(=O)OCC)C)C1=CC=C(C=C1)[N+](=O)[O-])=O